C1(CCCCC1)NC1=NC(=NC2=CC=CC=C12)N1CCOCC1 N-cyclohexyl-2-morpholinoquinazolin-4-amine